CN(C1(CN(CCC1)C1=CC(=C(C(=C1)F)S(=O)(=O)NC1=NC=NC=C1)F)C1CC(C1)C1=CC(=CC=C1)C(F)(F)F)C 4-(3-(dimethylamino)-3-(3-(3-(trifluoromethyl)phenyl)-cyclobutyl)piperidin-1-yl)-2,6-difluoro-N-(pyrimidin-4-yl)benzenesulfonamide